ClC1=C(C=CC=C1)N1C=2N(C3=C(C1=O)C=NC(=N3)NC3=CC=C(C=C3)N(C)CCN(C)C)C=CN2 6-(2-chlorophenyl)-2-[(4-{[2-(dimethylamino)ethyl](methyl)amino}phenyl)amino]imidazo[1,2-a]pyrimido[5,4-e]pyrimidin-5(6H)-one